2-cyclobutyl-3-isopropylpyrimido[4,5-b][1,5]naphthyridine-4,5(3H,10H)-dione C1(CCC1)C=1N(C(C2=C(NC3=CC=CN=C3C2=O)N1)=O)C(C)C